1-ethyl-3-methylimidazolium glycinate NCC(=O)[O-].C(C)N1C=[N+](C=C1)C